3-acetamido-2-chloro-N-(1-methyltetrazol-5-yl)-4-(2,2,2-trifluoroethoxy)benzamide C(C)(=O)NC=1C(=C(C(=O)NC2=NN=NN2C)C=CC1OCC(F)(F)F)Cl